1,3,5-tri(4-hydroxyphenyl)-benzene OC1=CC=C(C=C1)C1=CC(=CC(=C1)C1=CC=C(C=C1)O)C1=CC=C(C=C1)O